(S)-2-(difluoromethyl)-4-(5-fluoro-4-((R)-1-fluoroethyl)pyridin-3-yl)-5-oxo-1,4,5,7-tetrahydrofurano[3,4-b]pyridine-3-carboxylic acid methyl ester COC(=O)C=1[C@H](C2=C(NC1C(F)F)COC2=O)C=2C=NC=C(C2[C@@H](C)F)F